N1(CCNCC1)C1=NC=CC(=N1)N1CCN(CC1)CC1OCCNC1 6-[[4-(2-piperazin-1-ylpyrimidin-4-yl)piperazin-1-yl]methyl]morpholin